C[C@@H]1CC([C@H](N1C(=O)OCC1=CC=CC=C1)CO[C@@H]1CC[C@@H](CC1)C1=CC=CC=C1)=O Benzyl (2R,5R)-5-methyl-3-oxo-2-({[(CIS)-4-phenylcyclohexyl] oxy} methyl)pyrrolidine-1-carboxylate